(S)-N-(2-fluoro-4-(3-methylpiperazin-1-yl)phenyl)-6-methoxy-2-methyl-2H-indazole-5-carboxamide HCl salt Cl.FC1=C(C=CC(=C1)N1C[C@@H](NCC1)C)NC(=O)C1=CC2=CN(N=C2C=C1OC)C